tert-butyl 2-(3'-(3-(2-oxa-7-azaspiro[4.4]non-7-yl) propoxy)-2,2'-dimethyl-[1,1'-biphenyl]-3-yl)-6,7-dihydrothiazolo[5,4-c]pyridine-5(4H)-carboxylate C1OCCC12CN(CC2)CCCOC=2C(=C(C=CC2)C2=C(C(=CC=C2)C=2SC=1CN(CCC1N2)C(=O)OC(C)(C)C)C)C